N-(6-Methylnicotinoyl)hydrazine CC1=NC=C(C(=O)NN)C=C1